6-fluoro-3-methyl-phenol FC1=CC=C(C=C1O)C